(2-oxo-1,3-dihydro-benzimidazol-4-yl)-3-[[2-(1-piperidinyl)-6-(trifluoromethyl)-3-pyridinyl]methyl]urea O=C1NC2=C(N1)C=CC=C2NC(=O)NCC=2C(=NC(=CC2)C(F)(F)F)N2CCCCC2